C(#N)[C@H]1N([C@H]2C[C@H]2C1)C(CNC(=O)C1=CC=NC2=CC(=CC=C12)C)=O N-(2-((1s,3s,5s)-3-cyano-2-azabicyclo[3.1.0]hex-2-yl)-2-oxoethyl)-7-methyl-quinoline-4-carboxamide